C(C)NS(=O)(=O)NC1=NC=CC(=C1F)CC1=CC(=C(N(C1=O)C)NC1=C(C=C(C=C1)I)F)C(=O)N 5-[[2-(Ethylsulfamoylamino)-3-fluoropyridin-4-yl]methyl]-2-(2-fluoro-4-iodoanilino)-1-methyl-6-oxopyridine-3-carboxamide